NC=1C=C2CN(C(C2=CC1)(C)C)C(=O)OC(C)(C)C tert-butyl 5-amino-1,1-dimethyl-2,3-dihydro-1H-isoindole-2-carboxylate